COC(CC1=C(C=CC(=C1)[N+](=O)[O-])N1CCN(CC1)C(=O)OC(C)(C)C)=O tert-butyl 4-(2-(2-methoxy-2-oxoethyl)-4-nitrophenyl)piperazine-1-carboxylate